FC1=CC(=CC=2N(C(=NC21)C(C(F)(F)F)NS(=O)C(C)(C)C)C)F N-[1-(4,6-difluoro-1-methyl-1,3-benzodiazol-2-yl)-2,2,2-trifluoroethyl]-2-methylpropane-2-sulfinamide